1-[2-(4-chlorophenyl)ethyl]-3-[2-(3,4-dihydroxyphenyl)ethyl]-3-methylurea ClC1=CC=C(C=C1)CCNC(=O)N(C)CCC1=CC(=C(C=C1)O)O